5-hydroxy-1-methyl-4-propionyl-3,6-dihydropyridin-2(1H)-one OC1=C(CC(N(C1)C)=O)C(CC)=O